C(C)(C)C1=CC=C(CC(C=O)CCCCCCCC)C=C1 p-isopropyl-α-octylhydrocinnamaldehyde